SC1=NS(C2=C1C=CC=C2)=O sulfhydryl-benzisothiazolinone